2-(4-methoxyphenoxy)cyclohexanol COC1=CC=C(OC2C(CCCC2)O)C=C1